CCC(CC)NC(=O)C1=CN=C(O1)C=1C=C(C=CC1)C1=CC(=NN1)C(=O)N[C@@H](CC1=CC=CC=C1)C(=O)OC methyl (5-(3-(5-(pentan-3-ylcarbamoyl)oxazol-2-yl)phenyl)-1H-pyrazole-3-carbonyl)-L-phenylalaninate